BrC=1C=CC(NC1)=O 5-bromopyridon